N-(1-((6-(Azetidin-1-yl)-4-methylpyridin-3-yl)methyl)-1H-pyrazol-4-yl)-6-(3-chloro-6-(difluoromethyl)-2-fluorophenyl)pyrazine-2-carboxamide N1(CCC1)C1=CC(=C(C=N1)CN1N=CC(=C1)NC(=O)C1=NC(=CN=C1)C1=C(C(=CC=C1C(F)F)Cl)F)C